C[C@@]12C(CC[C@H]1[C@@H]1CCC3CC(CC[C@]3(C)[C@H]1CC2)=O)=O anti-androstanedione